C(CC)C1(C=CC=C1)[Mg]C1(C=CC=C1)CCC bis(n-propyl-cyclopentadienyl)magnesium